Cl.N[C@H](C(=O)N1[C@@H]([C@H]2C([C@H]2C1)(C)C)C(=O)O)C(C)(C)C (1R,2S,5S)-3-[(2S)-2-amino-3,3-dimethyl-butanoyl]-6,6-dimethyl-3-azabicyclo[3.1.0]hexane-2-carboxylic acid hydrochloride